CC=1C(=C2C=NNC2=CC1)C1CCC=2C(=NC=NC2C1)N1CCN(CC1)C(C=C)=O 1-(4-(7-(5-methyl-1H-indazol-4-yl)-5,6,7,8-tetrahydroquinazolin-4-yl)piperazin-1-yl)prop-2-en-1-one